nitroveratryl alcohol COC1=C(C=C(C=C1)C([N+](=O)[O-])O)OC